4-[3-(1-isopropyl-4-piperidyl)propyl]piperidin C(C)(C)N1CCC(CC1)CCCC1CCNCC1